ClC=1N=C2N(C(C1F)=O)CC[C@@H](N2)C(F)(F)F (8R,8S)-2-chloro-3-fluoro-8-(trifluoromethyl)-6,7,8,9-tetrahydro-4H-pyrimido[1,2-a]pyrimidin-4-one